isopropyl ((5-chloro-6-(thiazol-4-ylmethoxy)-1H-indol-2-yl)methyl)carbamate ClC=1C=C2C=C(NC2=CC1OCC=1N=CSC1)CNC(OC(C)C)=O